tert-Butyl 1-Acetyl-3-azabicyclo[3.1.1]heptane-3-carboxylate C(C)(=O)C12CN(CC(C1)C2)C(=O)OC(C)(C)C